Cl.NC/C(/CN1N=CN(C1=O)C=1C=C(C=CC1)C1=CC=C(C=C1)C1CCOCC1)=C\F 2-[(2E)-2-(aminomethyl)-3-fluoroprop-2-en-1-yl]-4-[4'-(tetrahydro-2H-pyran-4-yl)biphenyl-3-yl]-2,4-dihydro-3H-1,2,4-triazol-3-one hydrochloride